C(C)N1C(N(C=2N=C(N(C2C1=O)C)S(=O)(=O)C)C)=O 1-ethyl-3,7-dimethyl-8-(methylsulfonyl)-1H-purine-2,6(3H,7H)-dione